C1(CC1)[C@H](C(C)(C)O)N1C(C2=C(C=CC=C2C1)C1=CC=C(C=C1)C=1OC(=NN1)C)=O (R)-2-(1-Cyclopropyl-2-hydroxy-2-methylpropyl)-7-(4-(5-methyl-1,3,4-oxadiazol-2-yl)phenyl)isoindolin-1-one